2-β-D-glucopyranosyl-1,3,6,7-tetrahydroxyxanthone [C@@H]1([C@H](O)[C@@H](O)[C@H](O)[C@H](O1)CO)C1=C(C=2C(C3=CC(=C(C=C3OC2C=C1O)O)O)=O)O